COCC=1N=C2N(N=CC=C2C(=O)N[C@H]2CCS(C3=CC=CC=C23)(=O)=O)C1C(=O)N 2-(Methoxymethyl)-N8-[(4S)-1,1-dioxo-3,4-dihydro-2H-thiochromen-4-yl]imidazo[1,2-b]pyridazine-3,8-dicarboxamide